C1(CC1)C1=NC=NC(=C1C1=NC=C(C(=N1)NCC1=CC=C(C=C1)N1N=C(C=C1C1CC1)C(F)(F)F)P(C)(C)=O)OC (4'-cyclopropyl-4-((4-(5-cyclopropyl-3-(trifluoromethyl)-1H-pyrazol-1-yl)benzyl)amino)-6'-methoxy-[2,5'-bipyrimidin]-5-yl)dimethylphosphine oxide